NC1=CC=C(C=C1)C(C(=O)N)(C)C 2-(4-aminophenyl)-2-methylpropanamide